ClC=1C=CC(=C(C1)C1=CC(=NC=N1)O)N1N=CC(=C1)C(F)(F)F 6-{5-chloro-2-[4-(trifluoromethyl)-1H-pyrazol-1-yl]Phenyl}pyrimidin-4-ol